(R)-8-(4-(azetidine-2-carbonyl)piperazin-1-yl)-N-(1-methylcyclopropyl)-3-(5-(trifluoromethyl)-1,3,4-thiadiazol-2-yl)imidazo[1,5-a]pyridine-6-sulfonamide N1[C@H](CC1)C(=O)N1CCN(CC1)C=1C=2N(C=C(C1)S(=O)(=O)NC1(CC1)C)C(=NC2)C=2SC(=NN2)C(F)(F)F